5-((R)-2-(2,5-Difluorophenyl)pyrrolidin-1-yl)-N-((3-hydroxycyclohexyl)methyl)-3H-imidazo[4,5-b]pyridine-3-carboxamide FC1=C(C=C(C=C1)F)[C@@H]1N(CCC1)C1=CC=C2C(=N1)N(C=N2)C(=O)NCC2CC(CCC2)O